FC1=C(C=CC=C1)C1=CC=C(C=C1)CCCC(=O)NCC=1C=NN(C1)C 4-(2'-fluoro-[1,1'-biphenyl]-4-yl)-N-((1-methyl-1H-pyrazol-4-yl)methyl)butanamide